N[C@H](C(=O)O)CCC(NCC#C)=O (2S)-2-amino-5-oxo-5-(prop-2-ynylamino)pentanoic acid